3,4-difluoropyrazolo[1,5-a]pyridine FC=1C=NN2C1C(=CC=C2)F